2-([1,1'-biphenyl]-4-yl)-5-phenylfuran C1(=CC=C(C=C1)C=1OC(=CC1)C1=CC=CC=C1)C1=CC=CC=C1